1-(2-chloro-6-(2,2-difluoroethoxy)pyridin-4-yl)-3-methylcyclobutane-1-carboxylic acid hydrazide ClC1=NC(=CC(=C1)C1(CC(C1)C)C(=O)NN)OCC(F)F